ferulic acid-d (s)-tert-butyl-(1-((3-chloro-2-fluorobenzyl)amino)-1-oxohexan-2-yl)carbamate C(C)(C)(C)N(C(O)=O)[C@H](C(=O)NCC1=C(C(=CC=C1)Cl)F)CCCC.C(\C=C\C1=CC(OC)=C(O)C=C1)(=O)O[2H]